FC1=CC(=C(C=C1)C(C#C)N)C(F)(F)F (4-fluoro-2-(trifluoromethyl)phenyl)prop-2-yn-1-amine